FC(C=1N(C(=NN1)[C@@H]1CC[C@H](CC1)OC1=NC=CC=C1)C1=CC=C(C=C1)C)F trans-2-((4-(5-(Difluoromethyl)-4-(p-tolyl)-4H-1,2,4-triazol-3-yl)cyclohexyl)oxy)pyridin